C(C1=CC=CC=C1)N1CCC(CC1)CCN1C(NC(C(=C1C)C(=O)OCC)C1=COC2=CC(=C(C=C2C1=O)Cl)C)=O ethyl 1-(2-(1-benzylpiperidin-4-yl)ethyl)-4-(6-chloro-7-methyl-4-oxo-4H-chromen-3-yl)-6-methyl-2-oxo-1,2,3,4-tetrahydropyrimidine-5-carboxylate